4-(cyclohexylamino)-3-(2-(1-isopropylpiperidin-3-yl)-2H-tetrazol-5-yl)-N-methylbenzenesulfonamide C1(CCCCC1)NC1=C(C=C(C=C1)S(=O)(=O)NC)C=1N=NN(N1)C1CN(CCC1)C(C)C